6-Amino-3-((1S,3R)-4'-chloro-3-(pyridin-2-yloxy)-1',2'-dihydrospiro[cyclopentane-1,3'-pyrrolo[2,3-b]pyridin]-5'-yl)-2-fluoro-N,N-dimethylbenzamide NC1=CC=C(C(=C1C(=O)N(C)C)F)C=1C(=C2C(=NC1)NC[C@@]21C[C@@H](CC1)OC1=NC=CC=C1)Cl